5-bromo-2,3-dimethoxy-1-methylselenophene BrC1=CC(=C([SeH]1C)OC)OC